C1(CC1)S(=O)(=O)N1N=CC(=C1)C1=NC=CC(=N1)NC1=NC=C(C(=C1)N1CCC(CC1)O)C#CC=1N=C(SC1)CF 1-(2-((2-(1-(cyclopropylsulfonyl)-1H-pyrazol-4-yl)pyrimidin-4-yl)amino)-5-((2-(fluoromethyl)thiazol-4-yl)ethynyl)pyridin-4-yl)piperidin-4-ol